3-cyclopropyl-5-(1-((2r,5s)-2,5-dimethylpiperazin-1-yl)ethyl)-1,2,4-oxadiazole C1(CC1)C1=NOC(=N1)C(C)N1[C@@H](CN[C@H](C1)C)C